(2,6-Dioxopiperidin-3-yl)-5-((6-(4-(8-(trifluoromethyl)quinoxalin-2-yl)-1H-pyrazol-1-yl)hexyl)amino)isoindoline-1,3-dione O=C1NC(CCC1N1C(C2=CC=C(C=C2C1=O)NCCCCCCN1N=CC(=C1)C1=NC2=C(C=CC=C2N=C1)C(F)(F)F)=O)=O